1-methyl-5-(2-(4-methylpiperazin-1-yl)acetamido)-1H-indole-3-carboxylic Acid CN1C=C(C2=CC(=CC=C12)NC(CN1CCN(CC1)C)=O)C(=O)O